COC=1C=C(C=CC1OC)NC(C1=C(C=CC=C1)I)=O N-(3,4-dimethoxyphenyl)-2-iodobenzamide